tert-butyl 7-([4-[(benzyloxy)carbonyl]piperazin-1-yl]methyl)-2-azaspiro[3.5]nonane-2-carboxylate C(C1=CC=CC=C1)OC(=O)N1CCN(CC1)CC1CCC2(CN(C2)C(=O)OC(C)(C)C)CC1